3-(4-methoxy-3-pyridyl)propanoic acid COC1=C(C=NC=C1)CCC(=O)O